ClC=1C=C(C(=O)O)C=C(C1)S(=O)(=O)C(F)F 3-chloro-5-(difluoromethylsulfonyl)benzoic acid